C(C)(C)(C)N(C(O)=O)[C@]1(CN(CCC1)C1=NC=C(C=N1)C(C1=CC=C(C=C1)Br)=O)C.ClC1=CC(=C(C(=C1)F)C(C)=O)F 1-(4-Chloro-2,6-difluorophenyl)ethan-1-one tert-butyl-(R)-(1-(5-(4-bromobenzoyl)pyrimidin-2-yl)-3-methylpiperidin-3-yl)carbamate